2-(4-(3-isopropyl-2-(7-methylimidazo[1,2-a]pyridin-6-yl)-1H-indol-5-yl)piperidin-1-yl)-N,N-dimethylacetamide C(C)(C)C1=C(NC2=CC=C(C=C12)C1CCN(CC1)CC(=O)N(C)C)C=1C(=CC=2N(C1)C=CN2)C